BrC1=NN(C(=C1C#N)NC1=NN(C=C1)CC1=CC=C(C(=O)OC)C=C1)COCC[Si](C)(C)C methyl 4-({3-[(3-bromo-4-cyano-1-{[2-(trimethylsilyl)ethoxy]methyl}-1H-pyrazol-5-yl)amino]-1H-pyrazol-1-yl}methyl)benzoate